4-amino-1-((2R,3S,4S,5R)-3,4-dihydroxy-5-((trityloxy)methyl)tetrahydrofuran-2-yl)pyrimidin-2(1H)-one NC1=NC(N(C=C1)[C@@H]1O[C@@H]([C@H]([C@@H]1O)O)COC(C1=CC=CC=C1)(C1=CC=CC=C1)C1=CC=CC=C1)=O